6-(ethoxymethoxy)-5'-methyl-4-pentyl-2'-(prop-1-en-2-yl)-[1,1'-biphenyl]-2-ol C(C)OCOC=1C=C(C=C(C1C1=C(C=CC(=C1)C)C(=C)C)O)CCCCC